BrCC1OCCCC1 2-(bromomethyl)tetrahydro-2H-pyran